C(#N)C=1C=CC(=NC1)N1CCN(CC1)C(=O)C1CN(CCN1C)C(=O)OC(C)(C)C tert-Butyl 3-(4-(5-cyanopyridin-2-yl)piperazine-1-carbonyl)-4-methylpiperazine-1-carboxylate